benzyl (S)-7-(4-fluorobenzyl)-2-methyl-6-((((R)-tetrahydrofuran-3-yl)methyl)carbamoyl)-2,3-dihydro-1H-pyrido[2,3-b][1,4]oxazine-1-carboxylate FC1=CC=C(CC2=CC3=C(OC[C@@H](N3C(=O)OCC3=CC=CC=C3)C)N=C2C(NC[C@@H]2COCC2)=O)C=C1